trans-3-methoxy-1-[2-[3-cis-(trifluoromethoxy)cyclobutoxy]ethyl]piperidin-4-amine TFA salt OC(=O)C(F)(F)F.CO[C@@H]1CN(CC[C@H]1N)CCOC1(CCC1)OC(F)(F)F